N1=CC=C(C=C1)[C@@H]1[C@H]([C@H]2[C@@H]3C[C@@H]3[C@@H]1O2)C(=O)NC2=CC(=CC=C2)C(F)(F)F (1S,2S,4R,5R,6R,7S)-7-(pyridin-4-yl)-N-[3-(trifluoromethyl)phenyl]-8-oxatricyclo[3.2.1.02,4]octane-6-carboxamide